C(C)(C)(C)OC(=O)N1C=C(C2=CC(=CC=C12)OC([2H])([2H])[2H])CC(=O)N(C)C 3-(2-(dimethylamino)-2-oxoethyl)-5-(methoxy-d3)-1H-indole-1-carboxylic acid tert-butyl ester